[Cl-].[Cl-].CC=1C(C2=CC(=CC(=C2C1)C(C)C)C(C)C)[Zr+2]C1C(=CC2=C(C=C(C=C12)C(C)C)C(C)C)C bis(2-methyl-4,6-diisopropyl-indenyl)zirconium dichloride